(isopropylisoquinolin-3-yl)-ethyl naphthoate C1(=CC=CC2=CC=CC=C12)C(=O)OCCC=1N=C(C2=CC=CC=C2C1)C(C)C